(S)-6-Methyl-N-(4-(piperidin-3-yl)phenyl)nicotinamide hydrochloride Cl.CC1=NC=C(C(=O)NC2=CC=C(C=C2)[C@H]2CNCCC2)C=C1